FC1=C(C(=CC(=C1)C(=O)C1=CC=C2C(=CC=CN12)C=1C(=CC2=C(N(N=C2C1OC)C)C)C(F)(F)F)F)NC(\C=C\CNC1(COC1)C)=O Racemic-(E)-N-(2,6-difluoro-4-(8-(7-methoxy-2,3-dimethyl-5-(trifluoromethyl)-2H-indazol-6-yl)indolizine-3-carbonyl)phenyl)-4-((3-methyloxetan-3-yl)amino)but-2-enamide